N-cyclopropyl-N-(2-(pyrrolidin-1-yl)-4-(trifluoromethyl)benzyl)piperidin-4-amine C1(CC1)N(C1CCNCC1)CC1=C(C=C(C=C1)C(F)(F)F)N1CCCC1